tert-butyl 4-amino-2-oxo-5,6-dihydropyridine-1(2H)-carboxylate NC1=CC(N(CC1)C(=O)OC(C)(C)C)=O